(1R,3aR,4S,5R,7R,8S,8aR)-5-(glycoloyloxy)-7-isopropyl-1,4-dimethyldecahydro-4,7-epoxyazulen-8-yl (2E)-3-phenylacrylate C1(=CC=CC=C1)/C=C/C(=O)O[C@@H]1[C@@]2(C[C@H]([C@]([C@@H]3CC[C@H]([C@@H]13)C)(O2)C)OC(CO)=O)C(C)C